S1C(=NC2=C1C=CC=C2)NC(=O)C2=CC=C(C=C1CCN(CC1)C(=O)NCC)C=C2 4-(4-(benzo[d]thiazol-2-ylcarbamoyl)benzylidene)-N-ethylpiperidine-1-carboxamide